5-(3-fluoro-2-methylphenyl)-3-((1-methylpiperidin-4-yl)amino)-2,3,4,9-tetrahydro-1H-carbazole-8-carboxamide FC=1C(=C(C=CC1)C1=C2C=3CC(CCC3NC2=C(C=C1)C(=O)N)NC1CCN(CC1)C)C